CS(=O)(=O)C=1C=CC(=NC1)N1CC=2N(N=CC2C1)C1=C(C=CC=C1)OCC(F)(F)F 5-[5-(methanesulfonyl)pyridin-2-yl]-1-[2-(2,2,2-trifluoroethoxy)phenyl]-1,4,5,6-tetrahydropyrrolo[3,4-c]pyrazole